C(C)N1CC2=CC=C(C=C2C1)NC1=CC=C(C=C1)N1CCC(CC1)C 2-ethyl-N-(4-(4-methylpiperidin-1-yl)phenyl)isoindolin-5-amine